ClC1=C2C(=CNC1=O)CC(C2)(C(=O)OC)C(=O)OC Dimethyl 4-chloro-3-oxo-5,7-dihydro-2H-cyclopenta[c]pyridine-6,6-dicarboxylate